3-(1-((3,3-difluorocyclobutyl)methyl)-4-(2-hydroxypropan-2-yl)-1H-indol-6-yl)-1-methyl-1,6-dihydro-7H-pyrrolo[2,3-c]pyridin-7-one FC1(CC(C1)CN1C=CC2=C(C=C(C=C12)C1=CN(C=2C(NC=CC21)=O)C)C(C)(C)O)F